4-[5-(2,6-dibromopyridin-4-yl)-1H-pyrazol-3-yl]-N-methylaniline BrC1=NC(=CC(=C1)C1=CC(=NN1)C1=CC=C(NC)C=C1)Br